FC1(C(CNC1)N1C(C(=CC=C1)COC=1C=CC2=C(C=C(O2)C)C1)C(F)(F)F)F N-(4,4-difluoropyrrolidin-3-yl)-2-methyl-5-((2-(trifluoromethyl)pyridin-3-yl)methoxy)benzofuran